OCCC(O)(C(C(O)=N)CO)CCO Bis-(2-hydroxyethyl)-imino-tris-(hydroxymethyl)methane